N-(2-sulfoethyl)serine S(=O)(=O)(O)CCN[C@@H](CO)C(=O)O